2-chloro-4-((1R,2S)- and (1S,2R)-2-(((1-Cyclopropyl-3-methyl-5-nitro-1H-pyrazol-4-yl)oxy)methyl)cyclobutoxy)-5-(trifluoromethyl)pyrimidine ClC1=NC=C(C(=N1)O[C@H]1[C@@H](CC1)COC=1C(=NN(C1[N+](=O)[O-])C1CC1)C)C(F)(F)F |r|